The molecule is a ginsenoside found in Panax species that is dammarane which is substituted by hydroxy groups at the 3beta, 12beta and 20 pro-S positions, in which the hydroxy groups at positions 3 and 20 have been converted to the corresponding beta-D-glucopyranoside and beta-D-glucopyranosyl-(1->6)-beta-D-glucopyranoside respectively, and in which a double bond has been introduced at the 24-25 position. It has a role as a plant metabolite. It is a 12beta-hydroxy steroid, a beta-D-glucoside, a disaccharide derivative, a ginsenoside and a tetracyclic triterpenoid. It derives from a hydride of a dammarane. CC(=CCC[C@@](C)([C@H]1CC[C@@]2([C@@H]1[C@@H](C[C@H]3[C@]2(CC[C@@H]4[C@@]3(CC[C@@H](C4(C)C)O[C@H]5[C@@H]([C@H]([C@@H]([C@H](O5)CO)O)O)O)C)C)O)C)O[C@H]6[C@@H]([C@H]([C@@H]([C@H](O6)CO[C@H]7[C@@H]([C@H]([C@@H]([C@H](O7)CO)O)O)O)O)O)O)C